CC1(CNCC[C@@H]1CN1CCC(CC1)C1=C(C=C2C(=NN(C2=C1)C)C1C(NC(CC1)=O)=O)F)C 3-(6-(1-(((S)-3,3-dimethylpiperidin-4-yl)methyl)piperidin-4-yl)-5-fluoro-1-methyl-1H-indazol-3-yl)piperidine-2,6-dione